ClS(=O)(=O)C1=C(C=C(S1)C(=O)OC)F methyl 5-(chlorosulfonyl)-4-fluorothiophene-2-carboxylate